C1(CC1)C1=C(C(=NO1)C1=C(C=NC=C1Cl)Cl)/C=C/C12OCC(CC1)(CC2)C2=NC(=NO2)C=2C=CC(=C(C(=O)O)C2)OC (E)-5-(5-(1-(2-(5-cyclopropyl-3-(3,5-dichloropyridin-4-yl)isoxazol-4-yl)vinyl)-2-oxabicyclo[2.2.2]oct-4-yl)-1,2,4-oxadiazol-3-yl)-2-methoxybenzoic acid